C(=O)(O)C1=C(C(=O)C2=CC=C(C=C2)CCCC(=O)O)C=CC=C1 4-[4-(2-carboxybenzoyl)-phenyl]butanoic acid